BrC1=C(CC2=C(C(=CC(=C2)C)C)O)C=CC=C1 2-(2-bromobenzyl)-4,6-dimethylphenol